2-(6-(2,2,3,3,3-pentafluoropropoxy)pyridin-3-yl)benzimidazole FC(COC1=CC=C(C=N1)C=1NC2=C(N1)C=CC=C2)(C(F)(F)F)F